CC(C(COCCCCCCCC[C@@H]1[C@@H](C1)C[C@@H]1[C@@H](C1)CCCCC)N)(OCCCCCCCC)C dimethyl-1-(octyloxy)-3-({8-[(1S,2S)-2-{[(1R,2R)-2-pentylcyclopropyl]methyl}cyclopropyl]octyl}oxy)propan-2-amine